tosylic acid chloride S(=O)(=O)(C1=CC=C(C)C=C1)Cl